FC=1C=C2C(=NC=3N(C2=CC1F)C=NN3)N(C)C3=CC(=CC=C3)F 7,8-difluoro-N-(3-fluorophenyl)-N-methyl-[1,2,4]triazolo[4,3-a]quinazolin-5-amine